The molecule is a UDP-sugar having alpha-xylose as the sugar component. It is an important metabolite in the nucleotide sugar metabolism in animals, plants, fungi, and bacteria. It has a role as a fundamental metabolite. It is a conjugate acid of an UDP-alpha-D-xylose(2-). C1[C@H]([C@@H]([C@H]([C@H](O1)OP(=O)(O)OP(=O)(O)OC[C@@H]2[C@H]([C@H]([C@@H](O2)N3C=CC(=O)NC3=O)O)O)O)O)O